C(#N)N1CC(CC1)C(=O)NC1=NC=C(C=C1)OC 1-cyano-N-(5-methoxy-pyridin-2-yl)pyrrolidine-3-carboxamide